N,N'-dilauroyl ethylenediamine dipropionate sodium [Na+].C(CC)(=O)[O-].C(CC)(=O)[O-].C(CCCCCCCCCCC)(=O)NCCNC(CCCCCCCCCCC)=O.[Na+]